(S)-6-(4-(methoxycarbonyl)phenyl)-4-(5-methylthiophene-2-yl)-3,6-dihydropyridine-1(2H)-carboxylic acid benzyl ester C(C1=CC=CC=C1)OC(=O)N1CCC(=C[C@H]1C1=CC=C(C=C1)C(=O)OC)C=1SC(=CC1)C